ClC1=NC2=CC(=NC=C2C=C1)C 2-chloro-7-methyl-1,6-naphthyridine